C1(CC1)OCC(=O)N[C@H](C(=O)N1[C@@H]([C@H]2C([C@H]2C1)(C)C)C(=O)O)C(C)(C)C (1R,2S,5S)-3-[(2S)-2-[[2-(cyclopropoxy)acetyl]amino]-3,3-dimethyl-butanoyl]-6,6-dimethyl-3-azabicyclo[3.1.0]hexane-2-carboxylic acid